ClC=1C=C(C=CC1OC(F)(F)F)N1C(=NC2=C1C=C(C=C2)N2CCN(CC2)C)C#C[Si](C(C)C)(C(C)C)C(C)C 1-(3-chloro-4-(trifluoromethoxy)phenyl)-6-(4-methylpiperazin-1-yl)-2-((triisopropylsilyl)ethynyl)-1H-benzo[d]imidazole